Hex-2-enal C(C=CCCC)=O